(4-Aminobenzyl)-3,4-difluoro-2-((2-fluoro-4-iodophenyl)amino)benzamide NC1=CC=C(CC=2C(=C(C(=C(C(=O)N)C2)NC2=C(C=C(C=C2)I)F)F)F)C=C1